4-(2-(2,3-dihydro-1H-imidazo[1,5-a]imidazol-1-yl)-6,7-dihydro-5H-cyclopenta[d]pyrimidin-4-yl)benzamide N1(C=2N(CC1)C=NC2)C=2N=C(C1=C(N2)CCC1)C1=CC=C(C(=O)N)C=C1